N-octyl-N-methylglucamine C(CCCCCCC)N(C[C@H](O)[C@@H](O)[C@H](O)[C@H](O)CO)C